C1(CC1)NC(CCCC1=NC=2NCCCC2C=C1)=O N-cyclopropyl-4-(5,6,7,8-tetrahydro-1,8-naphthyridin-2-yl)butanamide